COC(C1=C(C=C(C=C1)N)F)=O.OC1=C(C=C(C=C1)N1C(C2=CC=C(C=C2CC1)C1=CC=C(C=C1)S(=O)(=O)C)=O)NS(=O)(=O)C N-(2-hydroxy-5-(6-(4-(methylsulfonyl)phenyl)-1-oxo-3,4-dihydroisoquinolin-2(1H)-yl)phenyl)methanesulfonamide methyl-4-amino-2-fluorobenzoate